5,5'-[2,2,2-trifluoro-1-(trifluoromethyl)ethylidene]bis[2-hydroxy-1,3-benzenedimethanol] FC(C(C(F)(F)F)(C=1C=C(C(=C(C1)CO)O)CO)C=1C=C(C(=C(C1)CO)O)CO)(F)F